(3aR,5s,6aS)-N-[6-(6-cyclopropyl-3-pyridyl)pyridazin-3-yl]-2-(tetrahydropyran-4-ylmethyl)-3,3a,4,5,6,6a-hexahydro-1H-cyclopenta[c]pyrrol-5-amine C1(CC1)C1=CC=C(C=N1)C1=CC=C(N=N1)NC1C[C@@H]2[C@@H](CN(C2)CC2CCOCC2)C1